5-(4-amino-5-methylpyrrolo[2,1-f][1,2,4]triazin-7-yl)-2-methoxynicotinic acid, sodium salt [Na+].NC1=NC=NN2C1=C(C=C2C=2C=NC(=C(C(=O)[O-])C2)OC)C